tert-Butyl (1R,3S,5R)-3-((6-bromo-3-(2-(hex-5-en-1-yl(methyl)amino)-2-oxoethyl)pyridin-2-yl)carbamoyl)-5-vinyl-2-azabicyclo[3.1.0]hexane-2-carboxylate BrC1=CC=C(C(=N1)NC(=O)[C@H]1N([C@@H]2C[C@@]2(C1)C=C)C(=O)OC(C)(C)C)CC(=O)N(C)CCCCC=C